ClC1=CC=C(C=C1)[C@@]1(N=C(O[C@H]1C(=O)C1=CC=C(C=C1)OC)C)C (trans-4-(4-chlorophenyl)-2,4-dimethyl-4,5-dihydrooxazol-5-yl)(4-methoxyphenyl)methanone